[Si](C)(C)(C(C)(C)C)N=S(=O)(C1=CC=C(C=C1)OC1=CC=NC2=CC(=CC=C12)OC)CC ((tert-butyldimethylsilyl)imino)(ethyl)(4-((7-methoxyquinolin-4-yl)oxy)phenyl)-λ6-sulfanone